C(C)C1=C(C=CC(=C1)N1CCN(CC1)C1COC1)NC1=NC=C(C(=N1)C1=CC2=C(C(N(CCS2(=O)=O)C)=O)S1)C(F)(F)F 7-(2-((2-ethyl-4-(4-(oxetan-3-yl)piperazin-1-yl)phenyl)amino)-5-(trifluoromethyl)pyrimidin-4-yl)-4-methyl-3,4-dihydrothieno[2,3-f][1,4]thiazepin-5(2H)-one 1,1-dioxide